C(#N)C=1C=C(C=CC1)C=1N=C2N(N=C(C=C2)C(=O)N[C@H](C(C)(C)O)C)C1C=1C=C2C(=NC=NC2=CC1)C 2-(3-Cyanophenyl)-N-[(1S)-2-hydroxy-1,2-dimethyl-propyl]-3-(4-methylquinazolin-6-yl)imidazo[1,2-b]pyridazine-6-carboxamide